tert-butyl 4-[2-[2-(4-aminophenoxy)ethoxy]ethoxy]piperidine-1-carboxylate NC1=CC=C(OCCOCCOC2CCN(CC2)C(=O)OC(C)(C)C)C=C1